1-(4-(6-chloro-7-(2-hydroxynaphthalen-1-yl)cinnolin-4-yl)piperazin-1-yl)prop-2-en-1-one ClC=1C=C2C(=CN=NC2=CC1C1=C(C=CC2=CC=CC=C12)O)N1CCN(CC1)C(C=C)=O